NC1=CC=C2C(=NC(=NC2=C1)N1CCOCC1)N1C[C@@H](CC1)NC(OC(C)(C)C)=O (R)-tert-butyl (1-(7-amino-2-morpholinoquinazolin-4-yl)pyrrolidin-3-yl)carbamate